(R)-8-(8-((2-methylpyridin-3-yl)thio)imidazo[1,2-c]pyrimidin-5-yl)-8-azaspiro[4.5]decan-1-amine CC1=NC=CC=C1SC=1C=2N(C(=NC1)N1CCC3(CCC[C@H]3N)CC1)C=CN2